(2-(dimethylamino)ethyl)(methyl)((4-((5-(trifluoromethyl)-1,2,4-oxadiazol-3-yl)methyl)phenyl)imino)-λ6-sulfanone CN(CCS(=O)(=NC1=CC=C(C=C1)CC1=NOC(=N1)C(F)(F)F)C)C